(S)-4-(5-((2-chlorophenyl)amino)-1H-indazol-1-yl)-N-(1-(methyl-d3)pyrrolidin-3-yl)thiophene-2-carboxamide ClC1=C(C=CC=C1)NC=1C=C2C=NN(C2=CC1)C=1C=C(SC1)C(=O)N[C@@H]1CN(CC1)C([2H])([2H])[2H]